ClC1=CC=2N(C(N(C=3N=CC=CC3C2C=C1)CC)=O)C1=C(C=C(C=C1F)NCCNCCCC(=O)O)F 4-({2-[(4-{13-chloro-8-ethyl-9-oxo-6,8,10-triazatricyclo[9.4.0.02,7]pentadeca-1(11),2(7),3,5,12,14-hexaen-10-yl}-3,5-difluorophenyl)amino]ethyl}amino)butanoic acid